1-[1-[2-[4-(4,4,5,5-tetramethyl-1,3,2-dioxaborolan-2-yl)phenyl]ethyl]-4-piperidinyl]ethanol methyl-4-chloro-1-{[2-(trimethylsilyl)ethoxy]methyl}-1H-pyrrolo[2,3-b]pyridine-2-carboxylate CC1=C(N(C2=NC=CC(=C21)Cl)COCC[Si](C)(C)C)C(=O)OC(C)C2CCN(CC2)CCC2=CC=C(C=C2)B2OC(C(O2)(C)C)(C)C